1-ethyl-3-((S)-1,1,1,5,5,5-hexafluoropentan-2-yl)-1-(2,2,2-trifluoro-1-(5-(8-methoxyimidazo[1,2-a]pyrazin-6-yl)pyridin-3-yl)ethyl)urea C(C)N(C(=O)N[C@H](C(F)(F)F)CCC(F)(F)F)C(C(F)(F)F)C=1C=NC=C(C1)C=1N=C(C=2N(C1)C=CN2)OC